C1(C=CC=C1)[Ti](C1=C(C=CC=C1F)F)C1C=CC=C1 dicyclopentadienyl-2,6-difluorobenzene-1-yl-titanium